ClC=1C(=C(C(=C(C1)C(C)=O)OCC)I)F (5-chloro-2-ethoxy-4-fluoro-3-iodophenyl)ethanone